N1C(=CC=2C=NC=CC21)CNC(CN2C(=NC=C(C2=O)N[C@H](C)C2=CC1=C(OC3=C1C=CC=C3)C=C2)N2CCCC2)=O (R)-N-((1H-pyrrolo[3,2-c]pyridin-2-yl)methyl)-2-(5-((1-(dibenzo[b,d]furan-2-yl)ethyl)amino)-6-oxo-2-(pyrrolidin-1-yl)pyrimidin-1(6H)-yl)acetamide